CC(C=O)C\C=C(\CCCC(=C)C)/C (E)-2,5,9-trimethyl-4,9-decadien-1-al